(S)-N-((S)-1-cyclohexyl-2-(4-(1-(2-methoxyethyl)-3-methyl-1H-indole-2-carbonyl)piperazin-1-yl)-2-oxoethyl)-2-(methylamino)propanamide C1(CCCCC1)[C@@H](C(=O)N1CCN(CC1)C(=O)C=1N(C2=CC=CC=C2C1C)CCOC)NC([C@H](C)NC)=O